(2S,4r)-1-[(2S)-2-(4-benzoyltriazol-1-yl)-3,3-dimethyl-butyryl]-4-hydroxy-N-methyl-pyrrolidine-2-carboxamide C(C1=CC=CC=C1)(=O)C=1N=NN(C1)[C@H](C(=O)N1[C@@H](C[C@H](C1)O)C(=O)NC)C(C)(C)C